(9-bromononyloxy)(tert-butyl)dimethylsilane BrCCCCCCCCCO[Si](C)(C)C(C)(C)C